2,2-bis-(3-β-hydroxyethoxyphenyl)-propane OCCOC=1C=C(C=CC1)C(C)(C)C1=CC(=CC=C1)OCCO